2-(4-chlorothieno[2,3-d]pyridazin-7-yl)-5-fluoro-phenol ClC1=C2C(=C(N=N1)C1=C(C=C(C=C1)F)O)SC=C2